nonylmethoxytrisilazane C(CCCCCCCC)[SiH](N[SiH2]N[SiH3])OC